methyl 2-((1R,2S)-6'-bromo-2-fluoro-1'-oxo-1'H-spiro[cyclopropane-1,4'-isoquinolin]-2'(3'H)-yl)acetate BrC=1C=C2[C@]3(CN(C(C2=CC1)=O)CC(=O)OC)[C@H](C3)F